2-[(2S,5R)-2,5-Dimethylpyrrolidin-1-yl]-6-(6-isopropoxy-3-pyridyl)-N-[(2-oxo-1H-pyridin-3-yl)sulfonyl]pyridin-3-carboxamid C[C@@H]1N([C@@H](CC1)C)C1=NC(=CC=C1C(=O)NS(=O)(=O)C=1C(NC=CC1)=O)C=1C=NC(=CC1)OC(C)C